(1S,2R,3aR,4S,6aR)-4-[(2-amino-3,5-difluoroquinolin-7-yl)methyl]-2-(4-amino-5-methyl-7H-pyrrolo[2,3-d]pyrimidin-7-yl)hexahydropentalene-1,6a(1H)-diol NC1=NC2=CC(=CC(=C2C=C1F)F)C[C@H]1[C@H]2C[C@H]([C@@H]([C@]2(CC1)O)O)N1C=C(C2=C1N=CN=C2N)C